C1(CCCCC1)PC1(C(C(=CC=C1)C1=C(C=CC=C1OC)OC)[Pd])PC1CCCCC1 (3,3-dicyclohexylphosphino-2',6'-dimethoxy-1,1'-biphenyl-2-yl)palladium